O=C1NC(CCC1N1C(C2=CC=CC(=C2C1=O)NC=1C(=C2C=NN(C2=CC1)C1CCOCC1)C)=O)=O 2-(2,6-dioxo-3-piperidyl)-4-[(4-methyl-1-tetrahydropyran-4-yl-indazol-5-yl)amino]isoindoline-1,3-dione